IC=1OC2=C(C1)C=CC=C2C2=NC(=NC=C2)NC2=CC(=CC=C2)OC 4-(2-iodobenzofuran-7-yl)-N-(3-methoxyphenyl)pyrimidin-2-amine